6-chloro-3-((2,2-difluoro-2-phenylethyl)amino)-2-oxopyrazin ClC1=CN=C(C(N1)=O)NCC(C1=CC=CC=C1)(F)F